tert-butyl (1R,3S,5S)-3-[[3-(2,6-dichlorophenyl)-5-(1-fluorocyclopropyl)-1,2-oxazol-4-yl]carbonyloxy]-8-azabicyclo[3.2.1]octane-8-carboxylate ClC1=C(C(=CC=C1)Cl)C1=NOC(=C1C(=O)OC1C[C@H]2CC[C@@H](C1)N2C(=O)OC(C)(C)C)C2(CC2)F